2-[[4-[4-(4-pyridyl)-1-(2-trimethylsilylethoxymethyl)pyrazol-3-yl]phenoxy]methyl]quinoline-3-carboxamide N1=CC=C(C=C1)C=1C(=NN(C1)COCC[Si](C)(C)C)C1=CC=C(OCC2=NC3=CC=CC=C3C=C2C(=O)N)C=C1